2-(((4-methyl-2-(trifluoromethyl)pyridine-3-yl)methyl)thio)-3,5,6,7-tetrahydro-4H-cyclopenta[d]pyrimidin-4-one CC1=C(C(=NC=C1)C(F)(F)F)CSC=1NC(C2=C(N1)CCC2)=O